FC(C1=C(C(=C(C(=O)NC=2OC(=NN2)C)C=C1)C)S(=O)CC)F 4-Difluoromethyl-3-ethylsulfinyl-2-methyl-N-(5-methyl-1,3,4-oxadiazol-2-yl)benzamid